3-(4-bromo-3-methylsulfonyl-phenyl)azetidine-1-carboxylic acid tert-butyl ester C(C)(C)(C)OC(=O)N1CC(C1)C1=CC(=C(C=C1)Br)S(=O)(=O)C